3-[4-[4-[(3R,4R)-3-fluoro-4-piperidyl]piperazin-1-yl]-3-methyl-2-oxo-benzimidazol-1-yl]piperidine-2,6-dione F[C@@H]1CNCC[C@H]1N1CCN(CC1)C1=CC=CC=2N(C(N(C21)C)=O)C2C(NC(CC2)=O)=O